CC1(OC[C@H](O1)[C@@H]2C(=C(C(=O)O2)O)OC)C 5,6-O-isopropylidene-3-O-methyl-L-ascorbic acid